C(C)N1C2=C([C@@H]([C@@H](C1=O)NC(C1=CC(=CC=C1)C(F)(F)F)=O)C1=CC=C(C=C1)F)C(=NN2C2=CC=CC=C2)CNS(N)(=O)=O N-[(4S,5S)-7-ethyl-4-(4-fluorophenyl)-6-oxo-1-phenyl-3-[(sulfamoylamino)methyl]-1H,4H,5H,6H,7H-pyrazolo[3,4-b]pyridin-5-yl]-3-(trifluoromethyl)benzamide